methyl 6-oxo-1,3,4,6-tetrahydro-2H-quinolizine-8-carboxylate O=C1N2CCCCC2=CC(=C1)C(=O)OC